tert-butyl 1-(2-(2,6-diazaspiro[3.3]heptan-2-yl)ethyl)-6-chloro-3-(3-((6-fluoronaphthalen-1-yl)oxy)propyl)-7-(1,3,5-trimethyl-1H-pyrazol-4-yl)-1H-indole-2-carboxylate C1N(CC12CNC2)CCN2C(=C(C1=CC=C(C(=C21)C=2C(=NN(C2C)C)C)Cl)CCCOC2=CC=CC1=CC(=CC=C21)F)C(=O)OC(C)(C)C